C(CC)OC(=O)C1C2C3C4C=CC(C3C(C1)C2)C4 4-propoxycarbonyltetracyclo[6.2.1.13,6.02,7]Dodec-9-ene